tert-butyl (2S,4S)-2-(2-(2-((tert-butyldimethylsilyl)oxy)ethoxy)-4-(methoxycarbonyl) phenyl)-4-hydroxypiperidine-1-carboxylate [Si](C)(C)(C(C)(C)C)OCCOC1=C(C=CC(=C1)C(=O)OC)[C@H]1N(CC[C@@H](C1)O)C(=O)OC(C)(C)C